FC(OC1=CC(=NN1)NC1=CN=C2C(=N1)N(N=C2)CC2CCOCC2)F N-(5-(difluoromethoxy)-1H-pyrazol-3-yl)-1-((tetrahydro-2H-pyran-4-yl)methyl)-1H-pyrazolo[3,4-b]pyrazin-6-amine